4-(aminomethyl)-6-(6-cyclopropoxyimidazo[1,2-a]pyridin-3-yl)phthalazin-1(2H)-one NCC1=NNC(C2=CC=C(C=C12)C1=CN=C2N1C=C(C=C2)OC2CC2)=O